CS(=O)(=O)C1=CC=C(C(=N1)OC)NC1=NNC2=CC(=CC=C12)[C@@H]1C[C@@]12C(NC1=CC=C(C=C21)OC)=O (1R,2S)-2-(3-{[6-(methanesulfonyl)-2-methoxypyridin-3-yl]amino}-1H-indazol-6-yl)-5'-methoxyspiro[cyclopropane-1,3'-indol]-2'(1H)-one